(2'-(3-aminopropionamido)-3',5'-dimethyl-[1,1'-biphenyl]-4-carboxamido)thiophene-3-carboxamide tert-butyl-4-(5-(4-(trifluoromethyl)benzoyl)-1H-pyrazol-1-yl)piperidine-1-carboxylate C(C)(C)(C)OC(=O)N1CCC(CC1)N1N=CC=C1C(C1=CC=C(C=C1)C(F)(F)F)=O.NCCC(=O)NC1=C(C=C(C=C1C)C)C1=CC=C(C=C1)C(=O)NC=1SC=CC1C(=O)N